3,5-dimethyl-2-(4,4,5,5-tetramethyl-1,3,2-dioxaborolan-2-yl)phenol CC=1C(=C(C=C(C1)C)O)B1OC(C(O1)(C)C)(C)C